(S)-6-chloro-N2-(1-(2-fluoropyridin-3-yl)ethyl)-4-methylpyridine-2,3-diamine ClC1=CC(=C(C(=N1)N[C@@H](C)C=1C(=NC=CC1)F)N)C